(±)-3-((4-(3-((2,6-Dioxopiperidin-3-yl)amino)phenyl)piperidin-1-yl)methyl)azetidine-1-carboxylic acid tert-butyl ester C(C)(C)(C)OC(=O)N1CC(C1)CN1CCC(CC1)C1=CC(=CC=C1)N[C@H]1C(NC(CC1)=O)=O |r|